OC1=CC=C(C=2C=CC=NC12)S(=O)(=O)[O-].[K+] potassium 8-hydroxyquinoline-5-sulfonate